5-(5-fluoro-6-cyanopyridin-3-yl)-thiophene-2-carbaldehyde FC=1C=C(C=NC1C#N)C1=CC=C(S1)C=O